4-(3,5-dimethylheptyl)phenol CC(CCC1=CC=C(C=C1)O)CC(CC)C